3-Fluoro-N-((R,E)-4-(methylsulfonyl)but-3-en-2-yl)-5-(2-(o-tolyl)pyrrolidin-1-yl)picolinamide FC=1C(=NC=C(C1)N1C(CCC1)C1=C(C=CC=C1)C)C(=O)N[C@H](C)\C=C\S(=O)(=O)C